O=C1C=CC=2C(=CC=NC2N1)C1=CC=C(CNS(=O)(=O)C)C=C1 N-(4-(7-oxo-7,8-dihydro-1,8-naphthyridin-4-yl)benzyl)methanesulfonamide